5-methyl-2-(2H-1,2,3-triazol-2-yl)-benzoic acid CC=1C=CC(=C(C(=O)O)C1)N1N=CC=N1